3-(3,4-difluoro-2-methoxy-phenyl)-5-ethyl-5-(trifluoromethyl)tetrahydrofuran FC=1C(=C(C=CC1F)C1COC(C1)(C(F)(F)F)CC)OC